tert-butyl 2-methyl-6-(4,4,5,5-tetramethyl-1,3,2-dioxaborolan-2-yl)-1H-benzo[d]imidazole-1-carboxylate CC1=NC2=C(N1C(=O)OC(C)(C)C)C=C(C=C2)B2OC(C(O2)(C)C)(C)C